8-fluoro-4-methyl-2-(methylthio)pyrido[4,3-d]pyrimidine-5,7(6H,8H)-dione FC1C(NC(C2=C1N=C(N=C2C)SC)=O)=O